N-(4-chloro-3-fluorophenyl)-5-(2-chloro-5-(isobutyrylaminomethyl)benzoylamino)-1-propyl-1H-indole-2-carboxamide ClC1=C(C=C(C=C1)NC(=O)C=1N(C2=CC=C(C=C2C1)NC(C1=C(C=CC(=C1)CNC(C(C)C)=O)Cl)=O)CCC)F